C(CCC)C1CCC(CC1)C1=CC=C(C=C1)C1=C(C=C(N)C=C1F)F 4-[4-(4-Butylcyclohexyl)phenyl]-3,5-difluoro-aniline